C1(=CC=CC=C1)CC(=O)NCOC(CCC)=O.C1(CCCC1)N(C1=CC=C(C=C1)[C@@H]1NCCC[C@H]1C(=O)NC1=CC(=C(C=C1)C)C(F)(F)F)C=1N=CC=C2C=CC=NC12 (2R,3R)-2-(4-(cyclopentyl-(1,7-naphthyridin-8-yl)amino)phenyl)-N-(4-methyl-3-(trifluoromethyl)phenyl)piperidine-3-carboxamide (2-phenylacetamido)methylbutyrate